CC1=C(C=C(NC2CN(C2)C(=O)[O-])C=C1)C(NC(C)C1=CC(=C(C=C1)C#CC1CCNCC1)C=1SC=CC1)=O 3-[4-methyl-3-[1-[4-[2-(4-piperidyl)ethynyl]-3-(2-thienyl)phenyl]ethylcarbamoyl]anilino]azetidine-1-carboxylate